(2R,3R,4S)-2-(4-acetamido-2-oxopyrimidin-1(2H)-yl)-4-hydroxytetrahydrofuran-3-ylbenzoate C(C)(=O)NC1=NC(N(C=C1)[C@@H]1OC[C@@H]([C@H]1OC(C1=CC=CC=C1)=O)O)=O